OCCC(C(C(=O)O)CP1(OC2=C(C3=C1C=CC=C3)C=CC=C2)=O)(C(=O)O)CCO.CC(C(C)O)(C)NC=2C3=C(N=C(N2)C2=CC=NC=C2)C=NC=C3 3-methyl-3-{[2-(pyridin-4-yl)pyrido[3,4-d]Pyrimidin-4-yl]Amino}butan-2-ol bis(2-hydroxyethyl)6-oxo-dibenzo[c,e]-[1,2]oxaphosphorin-6-ylmethylsuccinate